ClC1=CC=C(C=C1)N1C(=NN=C1COC)[C@@H]1CC[C@H](CC1)OC1=NC=C(C=C1)C Trans-2-[4-[4-(4-chlorophenyl)-5-(methoxymethyl)-1,2,4-triazol-3-yl]cyclohexyl]oxy-5-methylpyridine